Methyl 2-formyl-isonicotinate C(=O)C=1C=C(C(=O)OC)C=CN1